(2-chloroethoxy)-3-hydroxybenzaldehyde ClCCOC1=C(C=O)C=CC=C1O